ClC1=NC=CC=2C(NCCC12)C 1-Chloro-5-methyl-5,6,7,8-tetrahydro-2,6-naphthyridine